N,N-dimethyltetracosane-14,17-dien-4-amine CN(C(CCC)CCCCCCCCCC=CCC=CCCCCCC)C